1-(cyclobutyl-methyl)-8-dimethylamino-8-(4-fluorophenyl)-3-[(4-methoxyphenyl)-methyl]-1,3-diazaspiro[4.5]decan-2-one C1(CCC1)CN1C(N(CC12CCC(CC2)(C2=CC=C(C=C2)F)N(C)C)CC2=CC=C(C=C2)OC)=O